1-(3-(6-aminopyridazin-3-yl)prop-2-ynyl)-3-(2,4-bis(trifluoromethyl)phenyl)-7-methoxy-4,5-dihydro-1H-benzo[b]azepin-2(3H)-one NC1=CC=C(N=N1)C#CCN1C2=C(CCC(C1=O)C1=C(C=C(C=C1)C(F)(F)F)C(F)(F)F)C=C(C=C2)OC